5-amino-N-(2,4-dimethoxybenzyl)-2-[4-(2-methoxyethyl)-1H-pyrazol-1-yl]Benzenesulfonamide NC=1C=CC(=C(C1)S(=O)(=O)NCC1=C(C=C(C=C1)OC)OC)N1N=CC(=C1)CCOC